ClC1=CC=C(C=C1)C1=NN(CC1C1=CC=CC=C1)S(=O)(=O)C=1N=CN(C1)C 3-(4-chlorophenyl)-N-((1-methyl-1H-imidazol-4-yl)sulfonyl)-4-phenyl-4,5-dihydro-1H-pyrazole